BrC=1C=CC(=C(O[C@@H]2C[C@H](CC2)C(=O)O)C1)C=1OC2=C(C=CC=C2C(C1)=O)Cl Trans-3-[5-bromo-2-(8-chloro-4-oxo-chromen-2-yl)phenoxy]cyclopentane-carboxylic acid